FC1(CN(C1)C(C)C)C#CC1=CC2=C(OC[C@@H](C(N2C)=O)NC(=O)C2=NC=CC(=C2)OC2=CC=CC=C2)C=C1 (S)-N-(7-((3-fluoro-1-isopropylazetidin-3-yl)ethynyl)-5-methyl-4-oxo-2,3,4,5-tetrahydrobenzo[b][1,4]oxazepin-3-yl)-4-phenoxypyridineamide